C=C1OC=CN1 2-methylene-oxazole